COC(=O)C=1OC2=C(C1)C=C(C=C2)F 5-fluorobenzofuran-2-carboxylic acid methyl ester